3-(3-Benzyl-3H-imidazo[4,5-b]pyridin-2-yl)-N-cyclohexylmethyl-propionamide C(C1=CC=CC=C1)N1C(=NC=2C1=NC=CC2)CCC(=O)NCC2CCCCC2